FC1=CC=C(OC2=CC=C(C=C2)NC2=NC3=CC=CC=C3C=C2)C=C1 N-(4-(4-fluorophenoxy)phenyl)quinolin-2-amine